6-(3-pyridinyl)-3H-imidazo[4,5-b]Pyridine N1=CC(=CC=C1)C=1C=C2C(=NC1)NC=N2